tert-butyl N-[6-[4-(3,4-difluorophenyl) piperazin-1-yl]-5-methyl-3,6-dioxo-hexyl]carbamate FC=1C=C(C=CC1F)N1CCN(CC1)C(C(CC(CCNC(OC(C)(C)C)=O)=O)C)=O